NC1=C(C=C(C=N1)C=1C=C2N(N1)CC[C@]21CN(CC1)C(=O)NC(C)(C)C1=C(C=NC=C1)Cl)C(F)(F)F (3R)-2'-[6-amino-5-(trifluoromethyl)pyridin-3-yl]-N-[2-(3-chloropyridin-4-yl)propan-2-yl]-5',6'-dihydrospiro[pyrrolidine-3,4'-pyrrolo[1,2-b]pyrazole]-1-carboxamide